2,2-dimethyl-4,4-diethylcyclobutan-1,3-diol CC1(C(C(C1O)(CC)CC)O)C